FC=1C2=C(C=NC1)CC(C2)CO (4-fluoro-6,7-dihydro-5H-cyclopenta[c]pyridin-6-yl)methanol